4-vinyl-phenyl-potassium trifluoroborate B(F)(F)F.C(=C)C1=CC=C(C=C1)[K]